C(C)C=1N=C2N(C=C(C=C2)C2=CCN(CC2)C(=O)OC(C)(C)C)C1N(C)C=1SC=C(N1)C1=CC=C(C=C1)F tert-butyl 4-(2-ethyl-3-((4-(4-fluorophenyl)thiazol-2-yl)(methyl)amino)imidazo[1,2-a]pyridin-6-yl)-5,6-dihydropyridine-1(2H)-carboxylate